2,3-dihydro-8-methoxy-4-(6-methyl-1H-indol-3-yl)-2-[(4-methylphenyl)sulfonyl]-1H-pyrrolo[3,4-c]quinoline COC1=CC=2C3=C(C(=NC2C=C1)C1=CNC2=CC(=CC=C12)C)CN(C3)S(=O)(=O)C3=CC=C(C=C3)C